COC(C(=O)OCCCCCC)OC(C1=C(C=C(C(=C1)N1N=CC(=CC1=O)C(F)(F)F)F)Cl)=O 2-chloro-4-fluoro-5-(4-trifluoromethyl-6-oxopyridazin-1(6H)-yl)benzoic acid (1-methoxy-1-n-hexyloxycarbonyl methyl) ester